N[C@@H]1[C@@H](N2C(C(=CC=C2CC1)C)=O)COC1CCC(CC1)CC |r| rac-(6R,7S)-7-amino-6-({[(1S,4S)-4-ethylcyclohexyl]oxy}methyl)-3-methyl-6,7,8,9-tetrahydro-4H-quinolizin-4-one